ClC(/C=C/C(=O)OC)=O methyl (2E)-4-chloro-4-oxobut-2-enoate